CC=1C(=C2C=NNC2=CC1)NC(=O)C1=CN=C(S1)NC1=NN(C=C1)C N-(5-methyl-1H-indazol-4-yl)-2-[(1-methylpyrazol-3-yl)amino]thiazole-5-carboxamide